N=1C=CN2C1C=C(C=C2)C=2OC1=C(C=C(C=C1C(C2)=O)C)C(C)NC2=C(C(=O)O)C=CC=C2 2-[1-(2-Imidazo[1,2-a]pyridin-7-yl-6-methyl-4-oxo-chromen-8-yl)ethylamino]benzoic acid